8-acetyl-2-(6-azaspiro[3.4]octan-6-yl)-3-methyl-quinazolin-4-one C(C)(=O)C=1C=CC=C2C(N(C(=NC12)N1CC2(CCC2)CC1)C)=O